CC(C)(C#CC(C)(OOC(C)(C)C)C)OOC(C)(C)C 2,5-dimethyl-2,5-di-(tert-butyl-peroxy)-hexyne